tert-butyl 7-(1-(3-cyano-4-fluorophenyl)-2-isopropyl-3-oxo-2,3-dihydro-1H-pyrazolo[3,4-d]pyrimidin-6-ylamino)-3,4-dihydroisoquinoline-2(1H)-carboxylate C(#N)C=1C=C(C=CC1F)N1N(C(C=2C1=NC(=NC2)NC2=CC=C1CCN(CC1=C2)C(=O)OC(C)(C)C)=O)C(C)C